NC=1C(=NC(=CN1)Cl)C#CC1CCN(CC1)C(=O)OC(C)(C)C tert-butyl 4-((3-amino-6-chloropyrazin-2-yl)ethynyl)piperidine-1-carboxylate